(8-amino-5-(6-methoxypyridin-3-yl)-[1,2,4]triazolo[1,5-a]pyrazin-6-yl)benzonitrile NC=1C=2N(C(=C(N1)C1=C(C#N)C=CC=C1)C=1C=NC(=CC1)OC)N=CN2